9-(1-((6-chloro-2-(2-(methyl-d3)-2H-tetrazol-5-yl)pyridin-3-yl)amino)ethyl)-4,7-dimethyl-3-(pyridin-3-yl)imidazo[1,5-a]quinazolin-5(4H)-one ClC1=CC=C(C(=N1)C=1N=NN(N1)C([2H])([2H])[2H])NC(C)C=1C=C(C=C2C(N(C=3N(C12)C=NC3C=3C=NC=CC3)C)=O)C